C(=O)O.N1(CCC1)[C@@H](C)C1=C(CNC2=CC(=C(C(=C2)F)S(=O)(=O)NC=2N=CSC2)F)C(=CC=C1)F (S)-4-((2-(1-(azetidin-1-yl)ethyl)-6-fluorobenzyl)amino)-2,6-difluoro-N-(thiazol-4-yl)benzenesulfonamide formate